3-(3-bromophenoxy)benzo[d]isothiazole 1,1-Dioxide BrC=1C=C(OC2=NS(C3=C2C=CC=C3)(=O)=O)C=CC1